(E)-1-(3-methoxyphenyl)-3-(6-(thiophen-3-yl)pyridin-2-yl)prop-2-en-1-one COC=1C=C(C=CC1)C(\C=C\C1=NC(=CC=C1)C1=CSC=C1)=O